ClC1=CC(=NC=N1)NC1CCN(CC1)S(=O)(=O)C 6-chloro-N-(1-(methylsulfonyl)piperidin-4-yl)pyrimidin-4-amine